FC(C1=CC(=CC(=N1)N1C(C2=C3C(C(=CC=C13)F)=CC(=C2)CN2C[C@H](OCC2)C)=O)C2=C(C=C(C=C2)F)C2=NN=CN2C)F 1-[6-(difluoromethyl)-4-[4-fluoro-2-(4-methyl-4H-1,2,4-triazol-3-yl)phenyl]pyridin-2-yl]-6-fluoro-4-[[(2R)-2-methylmorpholin-4-yl]methyl]benzo[cd]indol-2(1H)-one